COC(C1CCN(CC1)C=1C=CC(=NC1)C1(CCCCC=2C=3C(=NN(C3C=CC21)C2OCCCC2)F)O)OC 6-(5-(4-(dimethoxymethyl)piperidin-1-yl)pyridin-2-yl)-1-fluoro-3-(tetrahydro-2H-pyran-2-yl)-3,6,7,8,9,10-hexahydrocyclohepta[e]indazol-6-ol